2-(3-tert-butyl-2-hydroxy-5-(2-methoxycarbonylethyl)-phenyl)-5-chloro-2H-benzotriazole C(C)(C)(C)C=1C(=C(C=C(C1)CCC(=O)OC)N1N=C2C(=N1)C=CC(=C2)Cl)O